CN1CCN(CC1)CCSC1=NC=CC(=N1)NC1=CC(=CC=C1)C#C 2-(2-(4-methylpiperazino)ethylthio)-4-(3-ethynylphenylamino)pyrimidine